N1=CC=C(C=C1)C#CC1=CC=NC=C1 1,2-bis(pyridin-4-yl)acetylene